Ethyl 2-(4-chlorophenyl)benzo[d]imidazo[2,1-b]thiazole-7-carboxylate ethyl-2-(4-chlorophenyl)benzo[d]imidazo[2,1-b]thiazole-7-carboxylate C(C)OC(=O)C1=CC2=C(N3C(S2)=NC(=C3)C3=CC=C(C=C3)Cl)C=C1.ClC1=CC=C(C=C1)C=1N=C3SC2=C(N3C1)C=CC(=C2)C(=O)OCC